FC1=CC=C(C=N1)[C@@H]1C(NC(CC1)=O)=O |r| rac-(3R)-3-(6-fluoropyridin-3-yl)piperidine-2,6-dione